COC=1C=C2C=CC(=CC2=CC1)C1=NOC(=C1)C=1C=C2CN(C(C2=CC1)=O)C1C(NC(CC1)=O)=O 3-{5-[3-(6-methoxynaphthalen-2-yl)-1,2-oxazol-5-yl]-1-oxo-3H-isoindol-2-yl}piperidine-2,6-dione